ClC1=CC=C(C=C1)C=1N=C2N(C=CC=C2)C1CN1CC2CCC(C1)N2C(=O)C=2SC(=C(N2)C)C (3-{[2-(4-chlorophenyl)imidazo[1,2-a]pyridin-3-yl]methyl}-3,8-diazabicyclo[3.2.1]oct-8-yl)-(4,5-dimethyl-1,3-thiazol-2-yl)methanone